FC1=CC=C(C(=O)N[C@H](C(=O)N2CCOCC2)CCCN[C@H]2[C@@H](C2)C2=CC=C(C=C2)F)C=C1 4-fluoro-N-((S)-5-((1R,2S)-2-(4-fluorophenyl)cyclopropylamino)-1-morpholino-1-oxopentan-2-yl)benzamide